1-((3S,4S)-3-fluoro-4-((1-isobutyl-6-((5-methylthiazol-2-yl)amino)-1H-pyrrolo[3,2-c]pyridin-4-yl)oxy)pyrrolidin-1-yl)prop-2-en-1-one F[C@H]1CN(C[C@@H]1OC1=NC(=CC2=C1C=CN2CC(C)C)NC=2SC(=CN2)C)C(C=C)=O